(R)-N-(3-(5-(2-aminopyrimidin-4-yl)-2-(2-(6-(2-(2,6-dioxopiperidin-3-yl)-3-oxoisoindolin-5-yl)hexanoyl)-2-azaspiro[3.5]nonan-7-yl)thiazol-4-yl)-2-fluorophenyl)propane-1-sulfonamide NC1=NC=CC(=N1)C1=C(N=C(S1)C1CCC2(CN(C2)C(CCCCCC=2C=C3C(N(CC3=CC2)[C@H]2C(NC(CC2)=O)=O)=O)=O)CC1)C=1C(=C(C=CC1)NS(=O)(=O)CCC)F